C(C(C)(C)C)OC(C(CC(=O)OCC(C)(C)C)(C(C)C)CC1=CC=CC=C1)=O 2-benzyl-2-isopropylsuccinic acid dineopentyl ester